4-(aminomethyl)-7-(benzylamino)-2H-phthalazin-1-one NCC1=NNC(C2=CC(=CC=C12)NCC1=CC=CC=C1)=O